C1C=CC=C1.[CH-]1C=CC=C1.[Fe+2].C1(=CC=CC=C1)N(C1=CC=CC=C1)C1=CC=CC=C1 triphenylamine ferrocenium salt